2-({[2-amino-3-({[methoxy(methyl)carbamoyl]amino}methyl)phenyl]carbamothioyl}amino)-2-(3-chlorophenyl)propyl 2,2-dimethylpropanoate CC(C(=O)OCC(C)(C1=CC(=CC=C1)Cl)NC(NC1=C(C(=CC=C1)CNC(N(C)OC)=O)N)=S)(C)C